1-(furan-2-yl)ethane O1C(=CC=C1)CC